CC(CCCCC)[C@H](C(=O)OC(C)C1=C2C=C(C(=NC2=CC(=C1)C)C1=NN=NN1C)C1=CC=C(C=C1)F)OC=1C=CC(=C2C=CC=NC12)Cl |r| 1-(3-(4-fluorophenyl)-7-methyl-2-(1-methyl-1H-tetrazol-5-yl)quinolin-5-yl)ethan-1-ol (RS)-1-methylhexyl-(5-chloroquinolin-8-yloxy)acetate